BrC=1C=C(C=C(C1)C)CCNS(=O)(=O)C N-(3-bromo-5-methylphenylethyl)methanesulfonamide